OC=1C=C(C2=CC=CC=C2C1)C1=CC=NC2=C(C=NC=C12)NC1CN(C1)C(C=C)=O 1-(3-(4-(3-hydroxynaphthalen-1-yl)-1,6-naphthyridin-8-ylamino)azetidin-1-yl)prop-2-en-1-one